FC1=CC=2N(C=C1)C(=CN2)C2=C1CNC(C1=C(C=C2)NC2=NC(=C(C=C2)[C@@H]2COCC2)CN2C[C@@H](CC2)O)=O 4-(7-fluoro-imidazo[1,2-a]pyridin-3-yl)-7-((6-(((R)-3-hydroxy-pyrrolidin-1-yl)methyl)-5-((R)-tetrahydrofuran-3-yl)pyridin-2-yl)amino)isoindolin-1-one